tert-butyl-3-(piperidin-4-yl)benzyl carbamate C(N)(OC(C1=CC(=CC=C1)C1CCNCC1)C(C)(C)C)=O